methyl 3-[[4-methyl-6-(trifluoromethyl)-3-pyridyl]amino]-3-oxo-propanoate CC1=C(C=NC(=C1)C(F)(F)F)NC(CC(=O)OC)=O